C(\C=C/C(=O)O)(=O)O.C(\C=C/C(=O)O)(=O)O.C(CCOCCOCCOCCCN)N 4,7,10-trioxatridecane-1,13-diamine dimaleate